C(#N)C=1C=C(CN(C2=C(C(=NC=N2)NCC2CCN(CC2)CC(=O)N)F)C2CC2)C=CC1 2-(4-(((6-((3-cyanobenzyl)(cyclopropyl)amino)-5-fluoropyrimidin-4-yl)amino)methyl)piperidin-1-yl)acetamide